maleimido-mono-amine C1(C=CC(N1N)=O)=O